C[C@H]1COC[C@H](N1C1CN(C1)CC1=C(C=C(CNC2=C3C(N(C(C3=CC=C2)=O)C2C(NC(CC2)=O)=O)=O)C=C1)C)C 4-(4-((3-((3S,5R)-3,5-dimethylmorpholino)azetidin-1-yl)methyl)-3-methylbenzylamino)-2-(2,6-dioxopiperidin-3-yl)isoindoline-1,3-dione